Methyl (4-bromo-3-fluoro-5-nitrophenyl)carbamate BrC1=C(C=C(C=C1[N+](=O)[O-])NC(OC)=O)F